Methyl 2-amino-3-(2-oxo-3,4-dihydro-1H-quinolin-4-yl)propanoate NC(C(=O)OC)CC1CC(NC2=CC=CC=C12)=O